C(CCCC(=O)[O-])(=O)OCC1=CC=CC=C1 monobenzyl glutarate